NC=1C(=C(C=C2C=C(N=CC12)NC1=NN2CC(NCCC2=C1)=O)N1C=NC(C(=C1C)N)=O)F 2-((8-amino-6-(5-amino-6-methyl-4-oxopyrimidin-1(4H)-yl)-7-fluoroisoquinolin-3-yl)amino)-5,6-dihydro-4H-pyrazolo[1,5-d][1,4]diazepin-7(8H)-one